N(=[N+]=[N-])[C@@H]1C[C@@]2(CN(C3=NC=C(C(=C32)Cl)Br)CC3=CC=C(C=C3)OC)C[C@H]1O |r| (1RS,3RS,4RS)-3-Azido-5'-bromo-4'-chloro-1'-(4-methoxybenzyl)-1',2'-dihydrospiro[cyclopentane-1,3'-pyrrolo[2,3-b]pyridin]-4-ol